CC1=NN(C2=NC=C(C=C21)OCC2=NC=CC=C2)C2OCCCC2 [[3-methyl-1-(oxan-2-yl)pyrazolo[3,4-b]pyridin-5-yl]oxymethyl]pyridine